C(#N)C1=C(C(=C(C(=C1Cl)Cl)Cl)C#N)Cl 2,4,5,6-tetrachloro-1,3-isophthalonitrile